C(C)(C)(C)OC(NC=1C=C(C2=C(COB2O)C1)OCCO[Si](C)(C)C(C)(C)C)=O.C(CC=C)N1C=C(C2=CC=CC=C12)C(=O)C1=CC=CC=C1 (1-(but-3-en-1-yl)-1H-indol-3-yl)(phenyl)methanone tert-butyl-N-[7-[2-[tert-butyl(dimethyl)silyl]oxyethoxy]-1-hydroxy-3H-2,1-benzoxaborol-5-yl]carbamate